4-(methylamino)-N-[(1s,4s)-4-{[2,6-bis(trifluoromethyl)pyridin-4-yl]amino}cyclohexyl]benzamide CNC1=CC=C(C(=O)NC2CCC(CC2)NC2=CC(=NC(=C2)C(F)(F)F)C(F)(F)F)C=C1